C(C)C(C1=CC(=C(C(=C1)C(C)(C)C)O)C(C)(C)C)P([O-])([O-])=O.C(C)C(C1=CC(=C(C(=C1)C(C)(C)C)O)C(C)(C)C)P([O-])([O-])=O.[Ca+2].[Ca+2] calcium bis[monoethyl (3,5-di-tert-butyl-4-hydroxylbenzyl)phosphonate]